BrC=1C=C(C=CC1)N1N=CC(=C1)[C@@]1(C(N(CC1)C)=O)O (S)-3-(1-(3-Bromophenyl)-1H-pyrazol-4-yl)-3-hydroxy-1-methylpyrrolidin-2-one